3-phenylbenzene-propylamine C1(=CC=CC=C1)C=1C=C(C=CC1)CCCN